di-(2-hexoxyethoxyethyl)-azelate C(CCCCC)OCCOCCOC(CCCCCCCC(=O)OCCOCCOCCCCCC)=O